(+-)-4-methoxystyrene COC1=CC=C(C=C)C=C1